N-((2R,3S)-1-(cyclopropylcarbonyl)-2-(((cis-4-phenylcyclohexyl)oxy)methyl)piperidin-3-yl)methanesulfonamide C1(CC1)C(=O)N1[C@H]([C@H](CCC1)NS(=O)(=O)C)CO[C@@H]1CC[C@@H](CC1)C1=CC=CC=C1